2-(((2S)-1-(1H-tetrazol-1-yl)propan-2-yl)oxy)benzonitrile hydrochloride Cl.N1(N=NN=C1)C[C@H](C)OC1=C(C#N)C=CC=C1